(2S,6R)-2-(azetidin-3-yl)-4-[4-(2,4-difluorophenyl)-6,7-dimethyl-pteridin-2-yl]-6-methyl-morpholine N1CC(C1)[C@H]1CN(C[C@H](O1)C)C1=NC2=NC(=C(N=C2C(=N1)C1=C(C=C(C=C1)F)F)C)C